FC(C(=O)O)(F)F.[C@H]12CN(C[C@H](CC1)N2)C=2C1=C(N=C(N2)N2[C@@H](CC2)CO)C(=C(N=C1)C1=CC(=CC2=CC=CC=C12)O)F 4-(4-((1R,5S)-3,8-diazabicyclo[3.2.1]octan-3-yl)-8-fluoro-2-((S)-2-(hydroxymethyl)azetidin-1-yl)pyrido[4,3-d]pyrimidin-7-yl)naphthalen-2-ol 2,2,2-trifluoroacetate